2,6-di(tert-butyl)-4-hydroxy-4-methyl-2,5-cyclohexadien-1-one C(C)(C)(C)C=1C(C(=CC(C1)(C)O)C(C)(C)C)=O